hydroxy-3,3-dimethyl-2-oxoindoline-5-carboxylic acid ON1C(C(C2=CC(=CC=C12)C(=O)O)(C)C)=O